1-allyl-7-methyl-2,3-dihydroquinolin-4(1H)-one C(C=C)N1CCC(C2=CC=C(C=C12)C)=O